S(N)(OC[C@H]1OC2(O[C@@H]1CC1=C(C=CC=C1)Cl)CCCC2)(=O)=O ((2R,3R)-3-(2-chlorobenzyl)-1,4-dioxaspiro[4.4]nonan-2-yl)methyl sulfamate